sodium 2-[4-(4-chlorophenyl)-5-(4-pyridyl)imidazol-1-yl]acetate ClC1=CC=C(C=C1)C=1N=CN(C1C1=CC=NC=C1)CC(=O)[O-].[Na+]